benzyl 7-((chlorosulfonyl)methyl)-1-azaspiro[3.5]nonane-1-carboxylate ClS(=O)(=O)CC1CCC2(CCN2C(=O)OCC2=CC=CC=C2)CC1